ClC=1C=CC=2N(C(N=C(C2N1)N1[C@H](CN([C@@H](C1)CCC)C(C)C1=CC=C(C=C1)C(F)(F)F)C)=O)C 6-Chloro-1-methyl-4-((2S,5R)-2-methyl-5-propyl-4-(1-(4-(trifluoromethyl)phenyl)ethyl)piperazin-1-yl)pyrido[3,2-d]pyrimidin-2(1H)-one